tert-butyl N-[(6R,12R)-6-benzyloxy-12-methyl-9-oxo-6,15-bis(trifluoromethyl)-13,19-dioxa-3,4,18-triazatricyclo[12.3.1.12,5]nonadeca-1(18),2,4,14,16-pentaen-17-yl]carbamate C(C1=CC=CC=C1)O[C@]1(C2=NN=C(C=3C(=CC(=C(O[C@@H](CCC(CC1)=O)C)N3)C(F)(F)F)NC(OC(C)(C)C)=O)O2)C(F)(F)F